N[C@H]1CN(CCCC1)C1=C2C(=NC=C1)N(C(=N2)C2=CC(=C(C#N)C=C2)F)C2=CC=C(C=C2)C2CC2 (R)-4-(7-(3-aminoazepan-1-yl)-3-(4-cyclopropylphenyl)-3H-imidazo[4,5-b]pyridin-2-yl)-2-fluorobenzonitrile